FC=1C=C(C=C(C1OC1=C2C(=NC=C1)N(C=C2C2=CC=NN2C(C)C)COCC[Si](C)(C)C)F)NC(=S)NCC(CO)(C)C N-{3,5-difluoro-4-[(3-[1-(propan-2-yl)-1H-pyrazol-5-yl]-1-{[2-(trimethylsilyl)ethoxy]methyl}-1H-pyrrolo[2,3-b]pyridin-4-yl)oxy]phenyl}-N'-(3-hydroxy-2,2-dimethylpropyl)thiourea